SC1C(CCCC1)S 1,2-dimercaptocyclohexane